(±)-trans-2-(trifluoromethyl)cyclopropane-1-carboxylic acid FC([C@H]1[C@@H](C1)C(=O)O)(F)F |r|